1,2-difluoro-1-propene FC=C(C)F